CC=1C=CC=2OC(C(NC2N1)=O)C dimethyl-3-oxopyrido[3,2-b][1,4]oxazin